C(C)(C)N1C[C@H](CC1)N1CCN(C2=CC=CC=C12)C1=NC=CN=C1 (S)-N-(1-isopropylpyrrolidin-3-yl)-4-(pyrazin-2-yl)-3,4-dihydroquinoxaline